CN1CCN(CC1)C1=CC=C(C=N1)C=1NC(=NN1)C=1C=NN2C1N=CC=C2 3-(5-(6-(4-methylpiperazin-1-yl)pyridin-3-yl)-4H-1,2,4-triazol-3-yl)pyrazolo[1,5-a]pyrimidine